Benzyl (7-amino-5-((2S,4S)-1-((R)-3-cyclohexyl-2-(quinolin-3-carboxamido)propanoyl)-4-(5-(2-hydroxypropan-2-yl)-1H-1,2,3-triazol-1-yl)pyrrolidin-2-carboxamido)-6,7-dioxoheptyl)carbamat NC(C(C(CCCCNC(OCC1=CC=CC=C1)=O)NC(=O)[C@H]1N(C[C@H](C1)N1N=NC=C1C(C)(C)O)C([C@@H](CC1CCCCC1)NC(=O)C=1C=NC2=CC=CC=C2C1)=O)=O)=O